ethyl (S)-3-amino-3-(3',5'-difluorobiphenyl-3-yl)propanoate N[C@@H](CC(=O)OCC)C=1C=C(C=CC1)C1=CC(=CC(=C1)F)F